(R)-1-(3-(3-chloro-5-(4-methoxypyridin-2-yl)phenyl)morpholino)prop-2-en-1-one ClC=1C=C(C=C(C1)C1=NC=CC(=C1)OC)[C@@H]1COCCN1C(C=C)=O